2-[(4-{3-[(4-cyano-2-fluorophenoxy)methyl]phenoxy}piperidin-1-yl)methyl]-4-fluoro-1-{[(2S)-oxetan-2-yl]methyl}-1H-1,3-benzodiazole-6-carboxylic acid C(#N)C1=CC(=C(OCC=2C=C(OC3CCN(CC3)CC3=NC4=C(N3C[C@H]3OCC3)C=C(C=C4F)C(=O)O)C=CC2)C=C1)F